ClC1=C2CCN(CC2=CC=C1O)C(=O)OC(C)(C)C tert-Butyl 5-chloro-6-hydroxy-3,4-dihydro-1H-isoquinoline-2-carboxylate